FC1([C@H](CN(CC1)[C@H](C(=O)NC=1SC2=C(N1)C=C1CCCC1=C2)C)C2=CNC(C(=C2)CO)=O)F (S)-2-((S)-4,4-difluoro-3-(5-(hydroxymethyl)-6-oxo-1,6-dihydropyridin-3-yl)piperidin-1-yl)-N-(6,7-dihydro-5H-indeno[5,6-d]thiazol-2-yl)propanamide